[Si](C)(C)(C(C)(C)C)N=S(=O)(N)C1=CN=C(S1)[C@@](CO[Si](C)(C)C(C)(C)C)(C)O |o1:16| N'-(tert-butyldimethylsilyl)-2-((S or R)-1-((tert-butyldimethylsilyl)oxy)-2-hydroxypropan-2-yl)thiazole-5-sulfonimidamide